((2-ethoxyphenoxy)methyl)morpholine C(C)OC1=C(OCN2CCOCC2)C=CC=C1